4-((1-methylpiperidin-4-yl)amino)-1-(2,2,2-trifluoroethyl)-1H-indole-2-carboxylic acid CN1CCC(CC1)NC1=C2C=C(N(C2=CC=C1)CC(F)(F)F)C(=O)O